P(=S)(SCCCCCCCCC)(OCCCCCCCCC)OC1=CC=CC=C1 di-nonyl phenyl dithiophosphate